lithium (R)-5-(3-((tert-butoxycarbonyl)(methyl)amino)pyrrolidin-1-yl)pyrazine-2-carboxylate C(C)(C)(C)OC(=O)N([C@H]1CN(CC1)C=1N=CC(=NC1)C(=O)[O-])C.[Li+]